4-(3-(3-Chlorophenethyl)-3-(dimethylamino)piperidin-1-yl)-N-(2,4-dimethoxybenzyl)-2,6-difluoro-N-(pyrimidin-4-yl)benzenesulfonamide ClC=1C=C(CCC2(CN(CCC2)C2=CC(=C(C(=C2)F)S(=O)(=O)N(C2=NC=NC=C2)CC2=C(C=C(C=C2)OC)OC)F)N(C)C)C=CC1